ClC=1C(=C(NC=2C3=C(N=CN2)C=CC(=N3)[C@@H]3CN(CC3)C(=O)OC(C)(C)C)C=CC1)F tert-butyl (3S)-3-[4-(3-chloro-2-fluoro-anilino)pyrido[3,2-d]pyrimidin-6-yl]pyrrolidine-1-carboxylate